(S)-3-(1-aminoethyl)-2-benzyl-8-chloro-2H-benzo[e][1,2]thiazine 1,1-dioxide N[C@@H](C)C=1N(S(C2=C(C1)C=CC=C2Cl)(=O)=O)CC2=CC=CC=C2